1,3-Diisopropylbenzimidazolium chloride [Cl-].C(C)(C)[N+]1=CN(C2=C1C=CC=C2)C(C)C